COC=1C=C(C=CC1)C(CC1OC(C2=C(S1)C=CC=C2)=O)=O 2-(2-(3-methoxyphenyl)-2-oxoethyl)-4H-benzo[d][1,3]oxathiin-4-one